FC(C(=O)O)(F)F.C1NCC12CN(CC2)C2=NC=NC1=CC=C(C=C21)C=2C=C(C(=NC2)OC)NS(=O)(=O)C2=C(C=CC=C2F)F N-(5-(4-(2,6-diazaspiro[3.4]octane-6-yl)quinazolin-6-yl)-2-methoxypyridin-3-yl)-2,6-difluorobenzenesulfonamide trifluoroacetate